C(C)(C)[C@H]1CC[C@H](CC1)C1N(C(C2(CCNCC2)C2=CC=CC=C12)=O)CCC(=O)OC(C)(C)C tert-butyl 3-(1-(cis-4-isopropylcyclohexyl)-3-oxo-1H-spiro[isoquinoline-4,4-piperidin]-2(3H)-yl)propanoate